[Si](C1=CC=CC=C1)(C1=CC=CC=C1)(C(C)(C)C)OCC1CN(CCC1O)C(=O)OC(C)(C)C tert-butyl 3-[[tert-butyl(diphenyl)silyl]oxymethyl]-4-hydroxy-piperidine-1-carboxylate